2-(2,6-dioxopiperidin-3-yl)-5-(((1r,3r)-3-(4-(2-(4-((5-(5-Methyl-1,3,4-oxadiazol-2-yl)oxazol-2-yl)oxy)phenyl)propan-2-yl)phenoxy)cyclobutyl)amino)isoindoline-1,3-dione O=C1NC(CCC1N1C(C2=CC=C(C=C2C1=O)NC1CC(C1)OC1=CC=C(C=C1)C(C)(C)C1=CC=C(C=C1)OC=1OC(=CN1)C=1OC(=NN1)C)=O)=O